C[C@H]1C[C@H]2[C@@H](NC1)C1=C(O2)C=C(C=C1)OC(F)(F)F (3S,4aS,9bS)-3-methyl-7-(trifluoromethoxy)-1,2,3,4,4a,9b-hexahydrobenzofuro[3,2-b]pyridine